C(C=C)(=O)N1CC2(C1)CC(C2)N2N=C(C(=C2C)C2=C1C=NNC1=CC(=C2Cl)C)C=2C=CC(N(C2)C)=O 5-(1-(2-acryloyl-2-azaspiro[3.3]heptan-6-yl)-4-(5-chloro-6-methyl-1H-indazol-4-yl)-5-methyl-1H-pyrazol-3-yl)-1-methylpyridin-2(1H)-one